2,4,6-octatrienoic acid C(C=CC=CC=CC)(=O)O